N1N=CC2=CC(=CC=C12)NC=1N=C(N(N1)C)C1=CC(=C(OCC(=O)NC(C)C)C=C1)OC 2-[4-[5-(1H-indazol-5-ylamino)-2-methyl-1,2,4-triazol-3-yl]-2-methoxy-phenoxy]N-isopropyl-acetamide